C1C2C3CCC(C3C1CC2)C=O octahydro-4,7-methylene-1H-indeneformaldehyde